FC(C(C(F)(F)F)(C1=CC=C(C=C1)C1=CC=C(C=C1)C=O)F)(F)F 4'-(perfluoropropan-2-yl)-[1,1'-biphenyl]-4-Formaldehyde